bis(2,5-bis(trifluoromethyl)phenyl)(3,5-bis(trifluoromethyl)phenyl)borane FC(C1=C(C=C(C=C1)C(F)(F)F)B(C1=CC(=CC(=C1)C(F)(F)F)C(F)(F)F)C1=C(C=CC(=C1)C(F)(F)F)C(F)(F)F)(F)F